ClC1=C(C=CC(=C1)Cl)C=1C=C(NC1)C(=O)NC1CCCCC1 4-(2,4-dichlorophenyl)-N-cyclohexyl-1H-pyrrole-2-carboxamide